C(C1=CC=CC=C1)OC=1C=C2CCNC(C2=CC1OC)\C=C\C1=CC=C(C2=C1C=CO2)OC 6-(benzyloxy)-7-methoxy-1-[(E)-2-(7-methoxy-1-benzofuran-4-yl)ethenyl]-1,2,3,4-tetrahydroisoquinoline